aluminum-calcium-sodium [Na].[Ca].[Al]